3-(1H-imidazol-2-yl)oxetan N1C(=NC=C1)C1COC1